O1C(CCCC1)OCC1=CC=C(CNC([O-])=O)C=C1 (4-(((tetrahydro-2H-pyran-2-yl)oxy)methyl)benzyl)carbamate